imidazole-1-yl-[(2S,3R,5S)-3,4,5-triacetoxy-6-[(1S)-2-acetoxy-1-fluoro-ethyl]Tetrahydropyran-2-yl]Oxy-phosphinic acid N1(C=NC=C1)P(O)(=O)O[C@@H]1OC([C@H](C([C@H]1OC(C)=O)OC(C)=O)OC(C)=O)[C@H](COC(C)=O)F